CC[C@@H](C)CC[C@H]1[C@H](CC[C@@H]2[C@@]1(C(C(CC2(C)C)O)(O)O)C)C labdantriol